C1(CCC1)CNP(OCC1=CC=C(C=C1)NC([C@H](C)NC([C@H](C(C)C)N)=O)=O)(=O)CC\C=C(\CO)/C 4-((S)-2-((S)-2-Amino-3-methylbutanamido)propanamido)benzyl N-(cyclobutylmethyl)-P-((E)-5-hydroxy-4-methylpent-3-en-1-yl)phosphonamidate